F.S(=O)=O sulfur dioxide, hydrofluoride